C(C)(C)(C)OC(=O)N1C[C@H]([C@@H](C1)OC)NC1=C(C(=NC2=C(C(=C(C=C12)Cl)Br)F)N1CC(C1)N(C)C)[N+](=O)[O-] tert-butyl-(trans)-3-((7-bromo-6-chloro-2-(3-(dimethylamino)azetidin-1-yl)-8-fluoro-3-nitroquinolin-4-yl)amino)-4-methoxypyrrolidine-1-carboxylate